ClC=1C(=C(C=CC1Cl)O)C1CC=2N(C(=CN2)C2CCNCC2)C1 3,4-dichloro-2-(3-(piperidin-4-yl)-6,7-dihydro-5H-pyrrolo[1,2-a]imidazol-6-yl)phenol